(R)-N-(1-methyl-1H-pyrrolo[2,3-c]pyridin-7-yl)-N-(piperidin-3-yl)-4-(pyrazolo[1,5-a]pyrimidin-3-yl)benzamide CN1C=CC=2C1=C(N=CC2)N(C(C2=CC=C(C=C2)C=2C=NN1C2N=CC=C1)=O)[C@H]1CNCCC1